8-((5-chloro-6-fluoro-1H-indazol-4-yl)oxy)-2-((2-ethyl-1,2,3,4-tetrahydroisoquinolin-5-yl)oxy)-4-(piperazin-1-yl)-1,7-naphthyridine-3-carbonitrile-3-d ClC=1C(=C2C=NNC2=CC1F)OC1=NC=CC2=C(C(C(N=C12)OC1=C2CCN(CC2=CC=C1)CC)(C#N)[2H])N1CCNCC1